FC(CC1=NC(=CC=C1C=1C(CN(CC1)CC=1C=NC=2C=C(C(NC2C1)=O)CC)C)C(=O)N)F (2,2-difluoroethyl)-1'-((7-ethyl-6-oxo-5,6-dihydro-1,5-naphthyridin-3-yl)methyl)-3'-methyl-1',2',3',6'-tetrahydro-[3,4'-bipyridine]-6-carboxamide